bis-[triethoxysilylpropyl]amine C(C)O[Si](OCC)(OCC)CCCNCCC[Si](OCC)(OCC)OCC